C(C)(C)(C)C1=C(C=C(C(=C1)OCCOC)C(C)(C)C)OC 1,4-di-tert-butyl-2-methoxy-5-(2-methoxyethoxy)benzene